C(CC)OC(=O)C=1C(=NN(C1)CC)F 1-ethyl-3-fluoro-1H-pyrazole-4-carboxylic acid propyl ester